4,5,6,7-tetrahydropyrazolo[1,5-a]pyridin-2-amine N1=C(C=C2N1CCCC2)N